Cyclopentyl-6-((4-methoxy-2-methylphenyl)amino)-3-methyl-1,3-dihydro-2H-imidazo[4,5-c]pyridin-2-one C1(CCCC1)N1C(N(C=2C=NC(=CC21)NC2=C(C=C(C=C2)OC)C)C)=O